4-[(2-methoxyphenyl)methyl]-1H-pyrazole-3-carboxylic acid ethyl ester C(C)OC(=O)C1=NNC=C1CC1=C(C=CC=C1)OC